C(C)(=O)OCNC([C@H](CC1=CC=CC=C1)NC(=O)OCC1C2=CC=CC=C2C=2C=CC=CC12)=O [(2S)-2-{[(9H-Fluoren-9-ylmethoxy)carbonyl]amino}-3-phenylpropanamido]methyl acetate